2-fluoro-4-((5-((2S,4S)-4-((isopropylcarbamoyl)oxy)tetrahydrofuran-2-yl)pyrimidin-2-yl)amino)benzoic acid FC1=C(C(=O)O)C=CC(=C1)NC1=NC=C(C=N1)[C@H]1OC[C@H](C1)OC(NC(C)C)=O